C(N)(=O)C=1C(=C(C(=NC1CC(C)C)CCC1=CC=C(C=C1)F)C(=O)O)N1CC(CC1)C(NCC1=CC(=C(C=C1)F)F)=O 5-carbamoyl-4-[3-[(3,4-difluorophenyl)methylcarbamoyl]pyrrolidin-1-yl]-2-[2-(4-fluorophenyl)ethyl]-6-isobutyl-pyridine-3-carboxylic acid